C(C)C(CC)C(CC)CC 3,4-diethyl-hexane